6-cyclopropyl-7-(2,2-difluoroethoxy)imidazo[1,2-b]pyridazine C1(CC1)C=1C(=CC=2N(N1)C=CN2)OCC(F)F